C1(=CC=CC2=CC=CC=C12)C1=NC(=NC(=N1)C1=CC=CC=C1)C1=CC(=CC=C1)B1OC(C(O1)(C)C)(C)C 2-(naphthalen-1-yl)-4-phenyl-6-(3-(4,4,5,5-tetramethyl-1,3,2-dioxaborolan-2-yl)phenyl)-1,3,5-triazine